C(#N)C=1C=C(C(=O)NC)C=C(C1)C=1C=NN2C1N=C(C(=C2)C=2C=NC(=CC2)C)O[C@@H]2COCC2 (S)-3-Cyano-N-methyl-5-(6-(6-methylpyridin-3-yl)-5-((tetrahydrofuran-3-yl)oxy)pyrazolo[1,5-a]pyrimidin-3-yl)benzamide